2-((5-bromo-3-fluoropyridin-2-yl)amino)-2-methylpropan-1-ol BrC=1C=C(C(=NC1)NC(CO)(C)C)F